CN(C=1C2=C(N=C(N1)N1CC(C1)OC(=O)C1CCOCC1)CC[S+]2[O-])C2CCOCC2 [1-[4-[Methyl(tetrahydropyran-4-yl)amino]-5-oxido-6,7-dihydrothieno[3,2-d]pyrimidin-5-ium-2-yl]azetidin-3-yl]-tetrahydropyran-4-carboxylat